FC(C=1C(=C(C=CC1)[C@@H](C)NC=1C2=C(N=CN1)N(C(C(=C2)N2CCN(CC2)S(=O)(=O)C)=O)CCCCCCC=O)F)(C2CCNCC2)F (R)-7-(4-((1-(3-(difluoro(piperidin-4-yl)methyl)-2-fluorophenyl)ethyl)amino)-6-(4-(methylsulfonyl)piperazin-1-yl)-7-oxopyrido[2,3-d]pyrimidin-8(7H)-yl)heptanal